difluorooxalic acid phosphate lithium [Li+].P(=O)([O-])([O-])[O-].C(C(=O)F)(=O)F.[Li+].[Li+]